3-phenyl-2-(2'-aminophenyl)-9H-carbazole C1(=CC=CC=C1)C=1C(=CC=2NC3=CC=CC=C3C2C1)C1=C(C=CC=C1)N